O1C(=CC=C1)C1=NN2C=NC3=C(C2=N1)SC(N3)=O 8-(furan-2-yl)thiazolo[5,4-e][1,2,4]triazolo[1,5-c]pyrimidin-2(3H)-one